Isopropylidenebis(p-phenyleneoxy)di-2-propanol C(C)(C)(C1=CC=C(C=C1)OCC(C)O)C1=CC=C(C=C1)OCC(C)O